C1(=CC=CC=C1)NC1=NC(=NC(=N1)NC1COCC1)C1=CC=CC=C1 N2,6-diphenyl-N4-(tetrahydrofuran-3-yl)-1,3,5-triazine-2,4-diamine